FC(C=1OC(=NN1)C=1SC(=CC1)CC1=CC(=NO1)C1=CC=CC=C1)F 2-(Difluoromethyl)-5-[5-[(3-phenyl-1,2-oxazol-5-yl)methyl]thiophen-2-yl]-1,3,4-oxadiazole